C(CCCCCCCCCCC)OOOOC=C lauryltetraoxyethylene